O1CCC(CC1)CN1C[C@@H]2[C@H](C1)CC(C2)NC=2N=NC(=CC2C(F)(F)F)C2=C(C=CC=C2)C(F)(F)F (3aR,5s,6aS)-2-((tetrahydro-2H-pyran-4-yl)methyl)-N-(4-(trifluoromethyl)-6-(2-(trifluoromethyl)phenyl)pyridazin-3-yl)octahydro-cyclopenta[c]pyrrol-5-amine